2-(4-cyclopropyl-6-methoxypyrimidin-5-yl)-N-(6-(1-isopropyl-4-(trifluoromethyl)-1H-imidazol-2-yl)-2,3-dihydrobenzofuran-3-yl)imidazo[2,1-f][1,2,4]triazin-4-amine C1(CC1)C1=NC=NC(=C1C1=NN2C(C(=N1)NC1COC3=C1C=CC(=C3)C=3N(C=C(N3)C(F)(F)F)C(C)C)=NC=C2)OC